dioctadecylammonium tetrakis(p-tolyl)borate zirconium(IV) [Zr+4].C1(=CC=C(C=C1)[B-](C1=CC=C(C=C1)C)(C1=CC=C(C=C1)C)C1=CC=C(C=C1)C)C.C(CCCCCCCCCCCCCCCCC)[NH2+]CCCCCCCCCCCCCCCCCC.C1(=CC=C(C=C1)[B-](C1=CC=C(C=C1)C)(C1=CC=C(C=C1)C)C1=CC=C(C=C1)C)C.C1(=CC=C(C=C1)[B-](C1=CC=C(C=C1)C)(C1=CC=C(C=C1)C)C1=CC=C(C=C1)C)C.C1(=CC=C(C=C1)[B-](C1=CC=C(C=C1)C)(C1=CC=C(C=C1)C)C1=CC=C(C=C1)C)C.C1(=CC=C(C=C1)[B-](C1=CC=C(C=C1)C)(C1=CC=C(C=C1)C)C1=CC=C(C=C1)C)C